2-hydroxyethoxy-3-aminopyrazolo[1,5-a]pyridine OCCOC1=NN2C(C=CC=C2)=C1N